Cl.O=C1NC2=CC=C(C=C2C12C(NC(C2)C(=O)N)([2H])[2H])[2H] 2-oxospiro[indoline-3,3'-pyrrolidine]-2',2',5-d3-5'-carboxamide hydrochloride